C1(=CC=CC=C1)C1=NC2=C(N1CC=1C=C(C(=O)O)C=CC1)C=CC=C2C2=CC=C(C=C2)C=2CCCCC2 3-((2-phenyl-4-(2',3',4',5'-tetrahydro-[1,1'-biphenyl]-4-yl)-1H-benzo[d]imidazol-1-yl)methyl)benzoic acid